ONC=1C=C(C=O)C=CC1 3-HYDROXYAMINO-BENZALDEHYDE